anti-L-arginine N[C@@H](CCCNC(N)=N)C(=O)O